2-((2S,3R)-2-benzyl-3-methylpyrrolidin-1-yl)-6-morpholinopyrimidin-4(3H)-one C(C1=CC=CC=C1)[C@@H]1N(CC[C@H]1C)C1=NC(=CC(N1)=O)N1CCOCC1